C(C1=CC=CC=C1)(=O)OOC(C)(CCC(C)(C)OOC(C1=CC=CC=C1)=O)C 2,5-bis(benzoylperoxy)-2,5-dimethylhexane